NC1CC(C1)C(=O)N[C@@H](C12CCC(CC1)(C2)F)C2=C(C(=CC(=C2F)O)Cl)Cl 3-amino-N-((S)-(2,3-dichloro-6-fluoro-5-hydroxyphenyl)(4-fluorobicyclo[2.2.1]hept-1-yl)methyl)cyclobutane-1-carboxamide